racemic-2-methylsulfonyl-1-(4-fluorophenyl)ethanol CS(=O)(=O)C[C@H](O)C1=CC=C(C=C1)F |r|